ClC=1C(=NC(=CC1)C=C)C(F)(F)F 3-chloro-6-ethenyl-2-(trifluoromethyl)pyridine